BrC1=CC=C(C=C1)C1(CCOCC1)C(N)=S 4-(4-bromophenyl)tetrahydro-2H-pyran-4-thiocarboxamide